N1(CCC1)CCOC1=C(C=C(C=C1)NC(=O)C1=C(N=CS1)C)C=1C(=NOC1C)C N-(4-(2-(azetidin-1-yl)ethoxy)-3-(3,5-dimethylisoxazol-4-yl)phenyl)-4-methylthiazole-5-carboxamide